3-(3-bromophenyl)-4,4,4-trifluorobut-2-enoate BrC=1C=C(C=CC1)C(=CC(=O)[O-])C(F)(F)F